2,4-dihydropyran O1CCCC=C1